N-(5-(thiazol-4-yl)-1,3,4-thiadiazol-2-yl)-1-ethyl-4-hydroxy-2-quinolone-3-carboxamide S1C=NC(=C1)C1=NN=C(S1)NC(=O)C=1C(N(C2=CC=CC=C2C1O)CC)=O